BrC1=NN2C(NC(=C(C2=O)N2CCN(CC2)C(=O)OC(C)(C)C)CC)=C1 tert-butyl 4-(2-bromo-5-ethyl-7-oxo-4,7-dihydropyrazolo[1,5-a]pyrimidin-6-yl)piperazine-1-carboxylate